C(C)(C)(C)OC(=O)N1CC(C1)CC(=O)ON1C(C2=CC=CC=C2C1=O)=O 3-(2-((1,3-dioxoisoindolin-2-yl)oxy)-2-oxoethyl)azetidine-1-carboxylic acid tert-butyl ester